(5-(5-(2-methyl-5,6,7,8-tetrahydroimidazo[1,2-a]pyrazine-7-carbonyl)-1H-pyrrolo[2,3-b]pyridin-3-yl)pyrazolo[1,5-a]pyridin-3-yl)(4-methylpiperazin-1-yl)methanone CC=1N=C2N(CCN(C2)C(=O)C=2C=C3C(=NC2)NC=C3C3=CC=2N(C=C3)N=CC2C(=O)N2CCN(CC2)C)C1